octadecene-3,13-dien-1-ylacetate C(=CC=CCCCCCCCCC=CCCCC)CC(=O)[O-]